m-carboxyl-styrene C(=O)(O)C=1C=C(C=C)C=CC1